(1R,3S)-3-[3-({[3-(methoxymethyl)-1-methyl-1H-pyrazol-5-yl]carbonyl}amino)-1H-pyrazol-5-yl]cyclopentyl [(3ξ)-3-methyltetrahydrofuran-3-yl]carbamate CC1(COCC1)NC(O[C@H]1C[C@H](CC1)C1=CC(=NN1)NC(=O)C1=CC(=NN1C)COC)=O